C1(=CC=CC=C1)C(O)C=1C(CO)=CC=CC1 phenylphthalyl alcohol